FCCCN1CC(C1)CC1=CC=C(C=C1)C1=CC(CCC2=C1C=CC(=C2)C(=O)OC)C methyl 9-(4-((1-(3-fluoropropyl) azetidin-3-yl)methyl)phenyl)-7-methyl-6,7-dihydro-5H-benzo[7]annulene-3-carboxylate